1-(2-(1H-pyrazol-1-yl)phenyl)ethan-1-amine N1(N=CC=C1)C1=C(C=CC=C1)C(C)N